(S)-2-(5-(3-((2-chloro-5-((1-(difluoromethyl)-1H-pyrazol-4-yl)ethynyl)pyridin-4-yl)amino)butoxy)-1-(2,2,2-trifluoroethyl)-1H-pyrazol-4-yl)pyrimidin-4-amine ClC1=NC=C(C(=C1)N[C@H](CCOC1=C(C=NN1CC(F)(F)F)C1=NC=CC(=N1)N)C)C#CC=1C=NN(C1)C(F)F